bismuth-tin-silver [Ag].[Sn].[Bi]